ethyl 3-(3-(2-(3-mercapto-2,2-dimethylpropoxy)-1-((tetrahydro-2H-pyran-2-yl)oxy)ethyl)phenyl)propanoate SCC(COCC(OC1OCCCC1)C=1C=C(C=CC1)CCC(=O)OCC)(C)C